C(C)(C)(C)OC(=O)N(C(C(=O)OC)(C)C)CCC#N methyl 2-[(tert-butoxycarbonyl) (2-cyanoethyl) amino]-2-methylpropionate